N-cyclohexyl-1,4-butanediamine C1(CCCCC1)NCCCCN